COC(C1=CC(=CC=C1)C1CC1)=O 3-cyclopropylbenzoic acid methyl ester